ClC=1C=NC(=NC1)C1CC2(CN(C2)C=2N=C(C3=C(N2)CCS3=O)NC3(CCC3)C([2H])([2H])O)C1 2-(6-(5-chloropyrimidin-2-yl)-2-azaspiro[3.3]heptan-2-yl)-4-((1-(hydroxymethyl-d2)cyclobutyl)amino)-6,7-dihydrothieno[3,2-d]pyrimidine-5-oxide